ClC1=C(CN2C=3N(C=NC2SC)N=CC3C(C)C)C=C(C=C1)[N+](=O)[O-] N-(2-chloro-5-nitrobenzyl)-8-isopropyl-2-(methylthio)pyrazolo[1,5-a][1,3,5]triazine